5-(dimethylamino)-2-methyl-5-oxopentanoic acid methyl ester COC(C(CCC(=O)N(C)C)C)=O